O(C1=CC=CC=C1)CCCC=1N(C=CN1)C(=O)N (3-phenoxypropyl)-1H-imidazole-1-carboxamide